COC=1C=C(C=CC1OC)C(=O)N1CCN(CC1)CCCC1=CC=CC=C1 (3,4-Dimethoxyphenyl)-[4-(3-phenylpropyl)piperazin-1-yl]methanone